1-(2-methylpyrazol-3-yl)bicyclo[2.1.1]hexane-5-carboxamide CN1N=CC=C1C12CCC(C1C(=O)N)C2